C(C1=CC=CC=C1)N(C(=S)SSCCCCCSSC(N(CC1=CC=CC=C1)CC1=CC=CC=C1)=S)CC1=CC=CC=C1 1,5-bis(N,N'-dibenzylthiocarbamoyl-dithio)pentane